C(C)N1N=CC(=C1)CN1C(N(N=C1C)C1=C(C(=CC(=C1)N(C1CCOCC1)C)C(F)(F)F)F)=O 4-[(1-ethyl-1H-pyrazol-4-yl)methyl]-2-{2-fluoro-5-[methyl(oxan-4-yl)amino]-3-(trifluoromethyl)phenyl}-5-methyl-2,4-dihydro-3H-1,2,4-triazol-3-one